C(C)C(CCOCCOCCOCCNC(OC(C)(C)C)=O)(C(=O)OCC)NC(C1=NC(=C(C=C1)N1CC(C1)OC)OC[C@@H]1[C@H](C1)CO)=O Ethyl 17-ethyl-17-(6-(((1S,2S)-2-(hydroxymethyl)cyclopropyl)methoxy)-5-(3-methoxyazetidin-1-yl)picolinamido)-2,2-dimethyl-4-oxo-3,8,11,14-tetraoxa-5-azaoctadecan-18-oate